[Ca].N1C=CCC=C1 1,4-dihydropyridine calcium